NC1=C(C(=O)NC2=CC=NC=C2)C=CC=C1 amino-N-(pyridin-4-yl)benzamide